FC=1C=C2C(C(=CN(C2=NC1N1CCOCC1)C1=C(C=C(C=C1F)F)F)C(=O)NC(C(F)(F)F)(C)C)=O 6-fluoro-7-(morpholin-4-yl)-4-oxo-N-(1,1,1-trifluoro-2-methylpropan-2-yl)-1-(2,4,6-trifluorophenyl)-1,4-dihydro-1,8-naphthyridine-3-carboxamide